FC(C(=O)O)(F)F.COC(C1=CC=C(C=C1)F)=O 4-fluorobenzoic acid methyl ester trifluoroacetate